O[C@@H]1[C@H](O[C@H]([C@@H]([C@H]1O)O)OC1=CC=C(C=C1)\C=C\C(C1=CC=CC=C1)=O)C(=O)O (2S,3S,4S,5R,6S)-3,4,5-Trihydroxy-6-[4-[(E)-3-oxo-3-phenylprop-1-enyl]phenoxy]oxane-2-carboxylic acid